6,6-dimethyl-3-((7-(2-methyl-3-(morpholin-2-ylmethyl)-6-(trifluoromethyl)pyridin-4-yl)thieno[3,2-b]pyridin-2-yl)methyl)-3-azabicyclo[3.1.0]hexane-2,4-dione 2,2,2-trifluoroacetate FC(C(=O)O)(F)F.CC1(C2C(N(C(C12)=O)CC1=CC2=NC=CC(=C2S1)C1=C(C(=NC(=C1)C(F)(F)F)C)CC1CNCCO1)=O)C